2-[[6-[[2-[Butyl-[1-[3-(2,6-dioxo-3-piperidyl)-1-methyl-indazol-6-yl]-4-piperidyl]amino]-5-chloro-pyrimidin-4-yl]amino]-1-methyl-2-oxo-3-quinolyl]oxy]-N-methyl-acetamide C(CCC)N(C1=NC=C(C(=N1)NC=1C=C2C=C(C(N(C2=CC1)C)=O)OCC(=O)NC)Cl)C1CCN(CC1)C1=CC=C2C(=NN(C2=C1)C)C1C(NC(CC1)=O)=O